CN(C)C1=CC=CC2=CC=CC=C12 N,N-dimethylamino-naphthalene